C(C)(C)(C)OC(=O)N1C[C@H]([C@H](CC1)NC1=NN2C(C=NC(=C2OC(C)C)C=2C=NN(C2)C(C)OCC)=N1)C (3R,4S)-4-((6-(1-(1-ethoxyethyl)-1H-pyrazol-4-yl)-5-isopropoxy-[1,2,4]triazolo[1,5-a]pyrazin-2-yl)amino)-3-methylpiperidine-1-carboxylic acid tert-butyl ester